Cl.NC1=CC(=NC(=C1)C=1SC=CN1)C1=NC(=CC=C1)N1CC(CC1)(C)O 4-amino-6'-(3-hydroxy-3-methylpyrrolidin-1-yl)-6-(thiazol-2-yl)-[2,2'-bipyridine] Hydrochloride